BrC1=NC=C(C(=C1)N1C(C(=C(C=C1C)OC([2H])([2H])C1=NC=C(C=C1F)F)Cl)=O)C 2'-Bromo-3-chloro-4-((3,5-difluoropyridin-2-yl)methoxy-d2)-5',6-dimethyl-2H-[1,4'-bipyridin]-2-one